N(CCO)(CCO)CCO 2,2',2''-nitrilotris(ethan-1-ol)